3-(((3aR,5s,6aS)-2-(2-(5-hydroxypyridin-2-yl)-2-oxoethyl)octahydrocyclopenta[c]pyrrol-5-yl)oxy)benzonitrile OC=1C=CC(=NC1)C(CN1C[C@@H]2[C@H](C1)CC(C2)OC=2C=C(C#N)C=CC2)=O